5-bromo-2-(4-iodophenyl)pyridine BrC=1C=CC(=NC1)C1=CC=C(C=C1)I